4-amino-7-(3,3-difluoroazetidin-1-yl)-1-(o-tolyl)pyrido[2,3-d]pyrimidin-2(1H)-one NC=1C2=C(N(C(N1)=O)C1=C(C=CC=C1)C)N=C(C=C2)N2CC(C2)(F)F